(9H-fluoren-9-yl)methyl 1,2-dimethylhydrazine-1-carboxylate CN(NC)C(=O)OCC1C2=CC=CC=C2C=2C=CC=CC12